NC1=C(C=CC=C1O)C(CCC(=O)O)=O 4-(2-amino-3-hydroxyphenyl)-4-oxobutanoic acid